(2R,3S)-3-isopropyl-4-oxo-oxetane-2-carboxylic acid C(C)(C)[C@H]1[C@@H](OC1=O)C(=O)O